ClC1=C(C=C(C=C1)C1CC=NN1C(=O)C1CCN(CC1)C(C)=O)F 1-(4-(5-(4-chloro-3-fluorophenyl)-4,5-dihydro-1H-pyrazole-1-carbonyl)piperidin-1-yl)ethanone